ClC1=CC=C(C=C1)C1=CC=C(N1C1=C(C=CC=C1)C(F)(F)F)C1=CC=C(C=N1)C(=O)NCCN(C)C 6-[5-(4-chlorophenyl)-1-[2-(trifluoromethyl)-phenyl]pyrrol-2-yl]-N-[2-(dimethylamino)-ethyl]pyridine-3-carboxamide